BrC1(C(N(C2=NC=C(C=C21)C(=O)OC)C2=CC(=CC=C2)OC(F)F)=O)Br methyl 3,3-dibromo-1-(3-(difluoromethoxy)phenyl)-2-oxo-2,3-dihydro-1H-pyrrolo[2,3-b]pyridine-5-carboxylate